FC1(CC1)C(=O)N1[C@H]2CN(C[C@@H]1CC2)C2=NC(=NC=C2)NC=2C=NN(C2)C (1-fluorocyclopropyl)[(1R,5S)-3-{2-[(1-methyl-1H-pyrazol-4-yl)amino]pyrimidin-4-yl}-3,8-diazabicyclo[3.2.1]oct-8-yl]methanone